COC(=O)/C(=C/[C@H]1C([C@@H]1C(=O)OCC1=C(C(=C(C(=C1F)F)C#C)F)C)(C)C)/C 4-ethynyl-2-methyl-3,5,6-trifluorobenzyl (1R)-trans-3-[(E)-(2-methoxycarbonyl-1-propenyl)]-2,2-dimethylcyclopropanecarboxylate